BrC1=CC=CC=2C3=CC=C(C=C3C(C12)(CCCCCC)CCCCCC)C#C bromo-7-ethynyl-9,9-dihexyl-9H-fluorene